1-(6-((1r,4r)-1-hydroxy-4-(4-((3-(trifluoromethyl)benzoyl)glycyl)hexahydropyrrolo[3,2-b]pyrrol-1(2H)-yl)cyclohexyl)pyridin-3-yl)-N,N-dimethylpiperidine-4-carboxamide OC1(CCC(CC1)N1C2C(CC1)N(CC2)C(CNC(C2=CC(=CC=C2)C(F)(F)F)=O)=O)C2=CC=C(C=N2)N2CCC(CC2)C(=O)N(C)C